C(C=C)(=O)N1[C@H](CN(C[C@H]1C)C1=NC(N2C3=C(C=C(C=C13)C(F)(F)F)S(C[C@H](C2)C2=NC=CC=C2)C2CCC(CC2)(F)F)=O)C (R)-8-((3S,5R)-4-acryloyl-3,5-dimethylpiperazin-1-yl)-l-1-(4,4-difluorocyclohexyl)-3-(pyridin-2-yl)-10-(trifluoromethyl)-3,4-dihydro-2H,6H-[1,4]thiazepino[2,3,4-ij]quinazolin-6-one